acetohydroxamic acid C(C)(=O)NO